2-(3-(2-(((R)-((R)-8-cyano-1,2,3,4-tetrahydroquinoxalin-2-yl)(phenyl)methyl)amino)ethyl)-4-methoxyphenyl)acetic acid C(#N)C=1C=CC=C2NC[C@@H](NC12)[C@@H](C1=CC=CC=C1)NCCC=1C=C(C=CC1OC)CC(=O)O